CC12C(=C(C(CC1)(CC2)C)C(=O)O)C(=O)O dimethyl-bicyclo[2.2.2]oct-2-ene-2,3-dicarboxylic acid